(S)-benzyl 3-(((S)-2-hydroxy-3-(3-((1-(hydroxymethyl)cyclopropyl)sulfonyl)phenoxy)propyl)amino)-1-oxa-8-azaspiro[4.5]decane-8-carboxylate O[C@@H](CN[C@@H]1COC2(C1)CCN(CC2)C(=O)OCC2=CC=CC=C2)COC2=CC(=CC=C2)S(=O)(=O)C2(CC2)CO